2,3,4,5-tetrahydro-1H-isoindol-1-one C1(NCC=2CCC=CC12)=O